(S)-2-((4-(3-((4-chloro-2-fluorobenzyl)oxy)-5-fluorophenyl)-3,6-dihydropyridin-1(2H)-yl)methyl)-1-(oxetan-2-ylmethyl)-1H-benzo[d]imidazole-6-carboxylic acid ClC1=CC(=C(COC=2C=C(C=C(C2)F)C=2CCN(CC2)CC2=NC3=C(N2C[C@H]2OCC2)C=C(C=C3)C(=O)O)C=C1)F